C(\C=C\C=O)=O (E)-but-2-enedialdehyde